N1(CCNCC1)C1=CC(=NC2=CN=CC=C12)C1=CC=NC=C1 4-(piperazin-1-yl)-2-(pyridin-4-yl)-1,7-naphthyridine